NC1=C(C=CC(=N1)C1=NN=C(O1)N[C@@H](C(=O)N1CCC2(CC2)CC1)C)Cl (R)-2-((5-(6-amino-5-chloropyridin-2-yl)-1,3,4-oxadiazol-2-yl)amino)-1-(6-azaspiro[2.5]octan-6-yl)propan-1-one